(R)-N-(((S)-6-fluoro-6,7-dihydro-5H-pyrrolo[1,2-c]imidazol-3-yl)(1H-indol-2-yl)methyl)-6-methyl-4-((±)-(tetrahydrofuran-2-yl)ethynyl)picolinamide F[C@H]1CC=2N(C(=NC2)C(NC(C2=NC(=CC(=C2)C#C[C@@H]2OCCC2)C)=O)C=2NC3=CC=CC=C3C2)C1 |&1:19|